C(C)(C)(C)N1N=NN=C1 tert-butyl-1H-tetrazole